FC1=CC=C(CC2=C(NC=C3N2C(C(=N3)CC=3OC=CC3)=O)C3=CC(=CC=C3)O)C=C1 (4-Fluorobenzyl)-2-(furan-2-ylmethyl)-6-(3-hydroxyphenyl)imidazo[1,2-a]pyrazin-3(7H)-one